2-chloro-5-((6-chloro-5-(4'-((3-((2-hydroxyethoxy)methyl)azetidin-1-yl)methyl)-[1,1'-biphenyl]-4-yl)-1H-benzo[d]imidazol-2-yl)oxy)benzoic acid ClC1=C(C(=O)O)C=C(C=C1)OC1=NC2=C(N1)C=C(C(=C2)C2=CC=C(C=C2)C2=CC=C(C=C2)CN2CC(C2)COCCO)Cl